FC1=C(C=CC=C1C(F)(F)F)NC=1N(C2=NC(=NC=C2N1)NC1(CCOCC1)C)C1CCC(CC1)C(=O)N (1S,4S)-4-(8-((2-fluoro-3-(trifluoromethyl)phenyl)amino)-2-((4-methyltetrahydro-2H-pyran-4-yl)amino)-9H-purin-9-yl)cyclohexane-1-carboxamide